N[C@@H](C(C)C)C(=O)N[C@@H](CCCCN(NC)NC)C(=O)O N2-(L-Valyl)-N6,N6-dimethylamino-L-lysine